2-(2-Hydroxypropan-2-yl)-N'-((3,5,6,7-tetrahydro-2H-indeno[5,6-b]furan-8-yl)carbamoyl)thiazole-5-sulfonimidamide OC(C)(C)C=1SC(=CN1)S(=O)(N)=NC(NC1=C2CCCC2=CC2=C1OCC2)=O